C[C@](CC1=CC(=C(C=C1)O)O)(C(=O)O)N L-(-)-α-Methyldopa